C(OC(C)(C)C)(OC=1C(=NC=CC1)Cl)=O t-butyl (2-chloropyridin-3-yl) carbonate